FC1=C(C#N)C=CC(=C1)O[C@H]1CN(C[C@]1(CO)O)S(=O)(=O)C1=NC=C(C=C1)OC(F)(F)F 2-fluoro-4-(((3S,4R)-4-hydroxy-4-(hydroxymethyl)-1-((5-(trifluoromethoxy)pyridin-2-yl)sulfonyl)pyrrolidin-3-yl)oxy)benzonitrile